((4-((4-chlorophenyl)amino)-1-(4-(trifluoromethyl)benzyl)-1H-indole-7-carboxamido)methyl)benzoic acid ClC1=CC=C(C=C1)NC1=C2C=CN(C2=C(C=C1)C(=O)NCC1=C(C(=O)O)C=CC=C1)CC1=CC=C(C=C1)C(F)(F)F